FC1(CCN(CC1)C1=NC2=CC(=C(C=C2C(=N1)N1CC(CCC1)N)OC)C#CCN1CCCC1)F 1-(2-(4,4-difluoropiperidin-1-yl)-6-methoxy-7-(3-(pyrrolidin-1-yl)prop-1-yn-1-yl)quinazolin-4-yl)piperidin-3-amine